Boc-mesyl-hydroxylamine ethyl-(E)-3-(2,3-dibromo-6-methoxyphenyl)acrylate C(C)OC(\C=C\C1=C(C(=CC=C1OC)Br)Br)=O.C(=O)(OC(C)(C)C)N(O)S(=O)(=O)C